C(C)(=O)O[C@@H]1[C@H]([C@H]2O[C@H](OC[C@H]2O[C@H]1C(=O)OC)C1=CC=CC=C1)N1N=NC(=C1)C1=CC(=C(C(=C1)F)F)F methyl (2S,4aR,6R,7R,8S,8aR)-7-acetoxy-2-phenyl-8-(4-(3,4,5-trifluorophenyl)-1H-1,2,3-triazol-1-yl)hexahydropyrano[3,2-d][1,3]dioxine-6-carboxylate